tert-butyl [(1S)-1-(1-{5-[(cyanomethyl)(methyl)carbamoyl]-1,3-thiazol-2-yl}-3-methyl-1H-1,2,4-triazol-5-yl)ethyl]carbamate C(#N)CN(C(=O)C1=CN=C(S1)N1N=C(N=C1[C@H](C)NC(OC(C)(C)C)=O)C)C